FC(COCOCC(C(F)F)(F)F)(C(F)F)F bis(2,2,3,3-tetrafluoropropoxy)methane